COC(=O)C1=NC=C(C=C1)N1CCC(CC1)CN1CCN(CC1)C1=C(C=C(C(=C1)OC)[N+](=O)[O-])C=1C=NN(C1)C 5-(4-((4-(5-methoxy-2-(1-methyl-1H-pyrazol-4-yl)-4-nitrophenyl)piperazin-1-yl)methyl)piperidin-1-yl)pyridine-2-carboxylic acid methyl ester